6-bromo-4-methoxy-N-methylpyrazolo[1,5-a]pyridine-3-carboxamide BrC=1C=C(C=2N(C1)N=CC2C(=O)NC)OC